2-(4-bromobenzylidene)malononitrile BrC1=CC=C(C=C(C#N)C#N)C=C1